COC(=O)C1=NC=C(C(=C1)OC)OCC1(CC1)C 4-methoxy-5-(1-methyl-cyclopropylmethoxy)-pyridine-2-carboxylic acid methyl ester